2-chloro-N-(4-chloro-3-(N-(4-methoxybenzyl)methylsulfonamido)-1-(2,2,2-trifluoroethyl)-1H-indazol-7-yl)acetamide ClCC(=O)NC=1C=CC(=C2C(=NN(C12)CC(F)(F)F)N(S(=O)(=O)C)CC1=CC=C(C=C1)OC)Cl